IC1=CC=C(N=N1)N(C1C[C@H]2CC[C@@H](C1)N2C(=O)OC(C)(C)C)C tert-butyl (1R,3s,5S)-3-((6-iodopyridazin-3-yl)(methyl)amino)-8-azabicyclo[3.2.1]octane-8-carboxylate